NC=1C(=C(C(=CC1)F)NC=1C(=C2C(N(C=NC2=CC1)C)=O)Br)Cl 6-((3-amino-2-chloro-6-fluorophenyl)amino)-5-bromo-3-methylquinazolin-4(3H)-one